(1S)-2-[1-(4-chlorophenyl)cyclopropanecarbonyl]-N-[(1S)-1-(2-amino-2-oxo-ethyl)-3-(5-methyl-1,3,4-oxadiazol-2-yl)prop-2-ynyl]isoindoline-1-carboxamide ClC1=CC=C(C=C1)C1(CC1)C(=O)N1[C@@H](C2=CC=CC=C2C1)C(=O)N[C@H](C#CC=1OC(=NN1)C)CC(=O)N